C1(CC1)C1=CC(=NN1)NC([C@@H](C)C=1C=NN(C1)C=1N=C(SC1)C)=O (S)-N-(5-cyclopropyl-1H-pyrazol-3-yl)-2-(1-(2-methylthiazol-4-yl)-1H-pyrazol-4-yl)propanamide